tert-butyl N-[(1S,3R)-3-[(6-bromo-7-fluoro-3,4-dihydro-1H-isoquinolin-2-yl)methyl]cyclohexyl]carbamate BrC=1C=C2CCN(CC2=CC1F)C[C@H]1C[C@H](CCC1)NC(OC(C)(C)C)=O